C(C1=CC=CC=C1)N1C2=C(SCC1)C=CC(=C2)C(CCO)NC(=O)NC2=CC=C1C=CNC1=C2 1-(1-(4-benzyl-3,4-dihydro-2H-benzo[b][1,4]thiazin-6-yl)-3-hydroxypropyl)-3-(1H-indol-6-yl)urea